N1C=CC=2C(=CC=NC12)C=O 7-azaindole-4-carbaldehyde